O1CCN(CC1)C1=CC(=NC=2N1N=C(C2)C2=CC=NC=C2)NC2=NNC(=C2)C2=CC=NC=C2 7-morpholino-2-(4-pyridyl)-N-[5-(4-pyridyl)-1H-pyrazol-3-yl]Pyrazolo[1,5-a]Pyrimidine-5-amine